C(#C)[Si](C=1C=NC=CC1)(C=1C=NC=CC1)C#C diethynyldi(3-pyridyl)silane